C(C)(C)N(C(=O)[C@H]1CN(CCC1)C(=O)OC(C)(C)C)CC1=CC=C(C=C1)C(C)C tert-butyl (R)-3-(isopropyl(4-isopropylbenzyl)carbamoyl)piperidine-1-carboxylate